BrC1=NC=CC(=C1)COC1=C(C=O)C(=CC=C1)OCC1=CC=C(C=C1)OC 2-((2-bromopyridin-4-yl)methoxy)-6-((4-methoxybenzyl)oxy)benzaldehyde